(R)-N-(2-chloro-4-(trifluoromethyl)phenyl)-2-(5-ethyl-2-(2-methoxypyridin-4-yl)-6-(3-methylpiperazin-1-yl)-7-oxo-[1,2,4]triazolo[1,5-a]pyrimidin-4(7H)-yl)acetamide hydrochloride Cl.ClC1=C(C=CC(=C1)C(F)(F)F)NC(CN1C=2N(C(C(=C1CC)N1C[C@H](NCC1)C)=O)N=C(N2)C2=CC(=NC=C2)OC)=O